ClC1=C2C=C(NC2=C(C(=C1)C=1CN(CCC1)C(CCC=1SC=CN1)=O)F)C(=O)OC Methyl 4-chloro-7-fluoro-6-(1-(3-(thiazol-2-yl)propanoyl)-1,2,5,6-tetrahydropyridin-3-yl)-1H-indole-2-carboxylate